(1S,2R)-2-phenylcyclobutan-1-amine C1(=CC=CC=C1)[C@@H]1[C@H](CC1)N